octahydro-2H-pyrido[1,2-a]pyrazin-2-sulfonamid C1C2N(CCN1S(=O)(=O)N)CCCC2